1,14-difluoro-7-tetradecene FCCCCCCC=CCCCCCCF